O[C@@H]1C[C@H](N(C1)C(C(C(C)C)N1N=NC(=C1)N1CC2(C1)CN(C2)C2=CC=C1C=C(N=NC1=C2)C2=C(C=CC=C2)O)=O)C(=O)O (2S,4R)-4-hydroxy-1-[2-(4-{6-[3-(2-hydroxyphenyl)cinnolin-7-yl]-2,6-diazaspiro[3.3]heptan-2-yl}-1,2,3-triazol-1-yl)-3-methylbutanoyl]pyrrolidine-2-carboxylic acid